[[5-[1-[4-(cyclobutyloxy)-2,6-difluorophenyl]-1H-pyrazol-3-yl]-2-methylphenyl]methyl]carbamate C1(CCC1)OC1=CC(=C(C(=C1)F)N1N=C(C=C1)C=1C=CC(=C(C1)CNC([O-])=O)C)F